FC=1C(=CC(=C(C1)N=NC1=CC=C(C=C1)N)[N+](=O)[O-])[N+](=O)[O-] N-[4-(5-FLUORo-2,4-DINITRO-PHENYLAZO)-PHENYL]-AMIN